tert-butyl (3-bromopyrazolo[1,5-a]pyridin-5-yl)carbamate BrC=1C=NN2C1C=C(C=C2)NC(OC(C)(C)C)=O